Sodium lauryl Sarcosinate N(C)CC(=O)OCCCCCCCCCCCC.[Na]